4-Amino-1-(4-(1,3-oxazol-5-yl)phenyl)-2-oxo-7-(trifluoromethyl)-1,2-dihydroquinoline-3-carboxylic acid methyl ester COC(=O)C=1C(N(C2=CC(=CC=C2C1N)C(F)(F)F)C1=CC=C(C=C1)C1=CN=CO1)=O